The molecule is 1,2,5-Thiadiazole substituted at the 3 position by a 3-(tert-butylamino)-2-hydroxypropoxy group and at the 4 position by a morpholin-4-yl group. The (S)-(-) enantiomer, also known as timolol, is a beta-adrenergic antagonist and is used in the mangement of glaucoma, hypertension, angina pectoris and myocardial infarction, and for the prevention of migraine. It is a member of thiadiazoles and a member of morpholines. It derives from a hydride of a 1,2,5-thiadiazole. CC(C)(C)NCC(COC1=NSN=C1N2CCOCC2)O